trans-4-[(3-{[(7-methoxy-3-methyl-1H-indol-4-yl)methyl]amino}pyrido[2,3-b]pyrazin-6-yl)(methyl)amino]cyclohexan-1-ol COC=1C=CC(=C2C(=CNC12)C)CNC1=CN=C2C(=N1)N=C(C=C2)N([C@@H]2CC[C@H](CC2)O)C